(E)-3-(1-((4-(tert-hexyl)phenyl)sulfonyl)-1H-indol-3-yl)-1-phenylprop-2-en-1-one C(C)(C)(CCC)C1=CC=C(C=C1)S(=O)(=O)N1C=C(C2=CC=CC=C12)/C=C/C(=O)C1=CC=CC=C1